C(C)(C)(C)OC(=O)N1CC(C1)NS(=O)(=O)C 3-(methanesulfonylamino)azetidine-1-carboxylic acid tert-butyl ester